(8,11-Di-tert-butylperylene-3-yl)-4-oxobutanoic acid C(C)(C)(C)C=1C=C2C3=CC=CC4=C(C=CC(C=5C=C(C=C(C1)C25)C(C)(C)C)=C43)C(C(=O)O)CC=O